C12C3=NC=C(C=C3C(CC1)C2)NC2=NC(=NC=C2)NC2=CC(=C(C=C2)OCCCN2CCCCC2)OC 4-(3-azatricyclo[6.2.1.02,7]undeca-2,4,6-trien-5-ylamino)-2-[3-methoxy-4-(3-piperidinopropoxy)phenylamino]pyrimidine